(6S)-N6-(6-((3,5-Dimethyladamantan-1-yl)amino)hexyl)-N6-propyl-4,5,6,7-tetrahydrobenzo[d]thiazole-2,6-diamine CC12CC3(CC(CC(C1)(C3)C)C2)NCCCCCCN([C@@H]2CC3=C(N=C(S3)N)CC2)CCC